4-((2,2-difluoroethyl)amino)-N-(2-morpholinoethyl)-6-(1H-pyrazol-4-yl)quinoline-3-carboxamide FC(CNC1=C(C=NC2=CC=C(C=C12)C=1C=NNC1)C(=O)NCCN1CCOCC1)F